OCCC[C@@H]1[C@@H]2C[C@@H]2CN1C(=O)OC(C)(C)C tert-butyl (1R,2R,5S)-2-(3-hydroxypropyl)-3-azabicyclo[3.1.0]hexane-3-carboxylate